N-[(2,4-Dimethoxyphenyl)methyl]-5-[[3-(imidazo[1,2-a]pyridin-7-yloxymethyl)-1-bicyclo[1.1.1]pentanyl]methoxy]isoquinolin-1-amine COC1=C(C=CC(=C1)OC)CNC1=NC=CC2=C(C=CC=C12)OCC12CC(C1)(C2)COC2=CC=1N(C=C2)C=CN1